2-heptyl-4-hydroxyquinoline C(CCCCCC)C1=NC2=CC=CC=C2C(=C1)O